O=C1C(NC2=CC=CC=C12)(C1=CC=CC=C1)C1=CNC2=CC=C(C=C12)C#N 3-(3-oxo-2-phenylindol-2-yl)-1H-indole-5-carbonitrile